tetrahydroquinazolinone C1C=CC=C2C1CNC(=O)N2